6-chloro-3-(1H-imidazol-1-yl)-5-methoxy-2-(3-(methoxymethyl)-1H-1,2,4-triazol-5-yl)-1-methyl-1H-indole-7-carbonitrile ClC1=C(C=C2C(=C(N(C2=C1C#N)C)C1=NC(=NN1)COC)N1C=NC=C1)OC